ClC=1N=C(C2=C(N1)N=CC=C2)OCC=2C=NC(=C(C2)F)C=2N(C=C(N2)C(F)(F)F)CC 2-chloro-4-[[6-[1-ethyl-4-(trifluoromethyl)imidazol-2-yl]-5-fluoro-3-pyridyl]methoxy]pyrido[2,3-d]pyrimidine